(R)-3-(1-amino-1-oxopropan-2-yl)-1-(3-(difluoromethoxy)phenyl)-N-(4-methyl-1,1-dioxidotetrahydro-2H-thiopyran-4-yl)-2-oxo-2,3-dihydro-1H-benzo[d]imidazole-5-carboxamide NC([C@@H](C)N1C(N(C2=C1C=C(C=C2)C(=O)NC2(CCS(CC2)(=O)=O)C)C2=CC(=CC=C2)OC(F)F)=O)=O